4-chloro-N'-(diphenylmethylene)butyrohydrazide ClCCCC(=O)NN=C(C1=CC=CC=C1)C1=CC=CC=C1